2,6-dimethoxy-N-(4-methoxy-8-(1H-pyrazol-1-yl)-5,6,7,8-tetrahydronaphtho[2,3-d]isoxazol-3-yl)benzenesulfonamide COC1=C(C(=CC=C1)OC)S(=O)(=O)NC1=NOC2=C1C(=C1CCCC(C1=C2)N2N=CC=C2)OC